1-(bromomethyl)-4-methoxy-2-nitrobenzene BrCC1=C(C=C(C=C1)OC)[N+](=O)[O-]